N-(5-Bromo-2-(3-(dimethylamino)propoxy)pyridin-3-yl)propane-1-sulfonamide BrC=1C=C(C(=NC1)OCCCN(C)C)NS(=O)(=O)CCC